chloroformic acid ClC(=O)O